[Na+].P(=O)(OOC1=CNC2=CC=C(C(=C12)Cl)Br)([O-])[O-].[Na+] 5-bromo-4-chloro-3-indolyloxy phosphate sodium salt